(1-benzimidazol-2-yl)-6-fluorophenol N1=C(NC2=C1C=CC=C2)C2(CC=CC=C2F)O